4-[1-(5-bromobenzocyclobutene-2-yl)vinyl]-1H-imidazole BrC=1C=CC2=C(C=C2C(=C)C=2N=CNC2)C1